BrC=1C=C(C=CC1)C(C#N)(C)C 2-(3-bromophenyl)-2-methyl-propionitrile